FC=1C=C2C(=NC1)C1=CC=CC=C1C2 3-fluoro-5H-indeno[1,2-b]pyridine